C12C(C3CC(CC(C1)C3)C2)NC2=NC(=NC(=N2)N[C@H](C)C2CC2)C2=NC(=CC=C2)C(F)(F)F N2-((1R,3R,5R,7R)-adamantan-2-yl)-N4-((R)-1-cyclopropylethyl)-6-(6-(trifluoromethyl)pyridin-2-yl)-1,3,5-triazine-2,4-diamine